C1(CC1)N1C(N(C=2C(C1=O)=C(N(C(C2C)=O)C)NC2=C(C=C(C=C2)I)F)C2CN(C2)C(=O)OC(C)(C)C)=O tert-butyl 3-[3-cyclopropyl-5-(2-fluoro-4-iodo-anilino)-6,8-dimethyl-2,4,7-trioxo-pyrido[4,3-d]pyrimidin-1-yl]azetidine-1-carboxylate